NC1=CC=C(C=N1)C(=O)N1CCS(CC1)(=O)=O (6-amino-3-pyridinyl)-(1,1-dioxo-1,4-thiazinan-4-yl)methanone